O.C(C)(C)(C)C1=CC=C(C=C1)S(=O)(=O)NC1=NC(=NC(=C1OC1=C(C=CC=C1)C)OCCO)C1=NC=CC=N1 4-tert-butyl-N-[6-(2-hydroxy-ethoxy)-5-(2-methyl-phenoxy)-[2,2']bipyrimidin-4-yl]benzenesulfonamide-hydrate